ClC1=CC=C(C=C1)C1=CC(=NC(=N1)C=1C=NC=CC1)N1CCC(CC1)=O 1-(6-(4-chlorophenyl)-2-(pyridin-3-yl)pyrimidin-4-yl)piperidin-4-one